C(C)(C)(C)N1C[C@H]([C@@H](C1)C1=CC=CC=C1)C(=O)NC1=CC(=CC=C1)NC=1C=NC=CC1 |r| tert-Butyl-(±)-trans-4-phenyl-N-[3-(pyridin-3-ylamino)phenyl]pyrrolidine-3-carboxamide